C(CC)OCC(C)OCC(C)N 1-((1-propoxypropan-2-yl)oxy)-propan-2-amine